1-N-[(2R)-1-(3-aminoazetidin-1-yl)-1-oxopropan-2-yl]-2-chloro-4-[[3-[3-(trifluoromethyl)-1H-pyrazol-4-yl]imidazo[1,2-a]pyrazin-8-yl]amino]benzamide NC1CN(C1)C([C@@H](C)NC(C1=C(C=C(C=C1)NC=1C=2N(C=CN1)C(=CN2)C=2C(=NNC2)C(F)(F)F)Cl)=O)=O